2-[2-[2-[2-[2-[2-[2-[tert-butoxycarbonyl(methyl)amino] ethoxy]ethoxy]ethoxy] ethoxy]ethoxy]ethoxy]ethyl 4-methylbenzenesulfonate CC1=CC=C(C=C1)S(=O)(=O)OCCOCCOCCOCCOCCOCCOCCN(C)C(=O)OC(C)(C)C